ClC1=CC=C(C=C1)C=1N=C2N(C=CC=N2)C1CN1CC2COCC(C1)N2C(=O)C2=NC(=CC=C2F)OC (7-{[2-(4-chlorophenyl)imidazo[1,2-a]pyrimidin-3-yl]methyl}-3-oxa-7,9-diazabicyclo[3.3.1]non-9-yl)(3-fluoro-6-methoxypyridin-2-yl)methanone